(E)-3-cyclopropyl-2-(4-(3-((4-phenoxyphenyl)amino)-1-((2-(trimethylsilyl)ethoxy)methyl)-1,4,5,6,8-pentazaacenaphthylene-5(1H)-yl)piperidine-1-carbonyl)acrylonitrile C1(CC1)/C=C(\C#N)/C(=O)N1CCC(CC1)N1N=C(C2=CN(C=3N=CN=C1C32)COCC[Si](C)(C)C)NC3=CC=C(C=C3)OC3=CC=CC=C3